3-methylpiperidine-3-carbonitrile TFA Salt OC(=O)C(F)(F)F.CC1(CNCCC1)C#N